CC(C)(C)OC(N(C)CCN)=O.N(=C=O)CC1CCC(CC1)CN=C=O 1,4-bis(isocyanatomethyl)cyclohexane 1,1-Dimethylethyl-N-(2-aminoethyl)-N-methylcarbamate